monosodium sodium phosphate P(=O)([O-])([O-])O.[Na+].[Na+]